(3S)-3-carbamoylpiperidine-1-carboxylic acid tert-butyl ester C(C)(C)(C)OC(=O)N1C[C@H](CCC1)C(N)=O